OC[C@@H]1N(CCNC1)C1=CC=CC(=N1)C1=NC2=CC(=NC=C2C=C1)CNC(C1=CC(=C(C=C1)C)S(=O)(=O)C)=O (R)-N-((2-(6-(2-(hydroxymethyl)piperazin-1-yl)pyridin-2-yl)-1,6-naphthyridin-7-yl)methyl)-4-methyl-3-(methylsulfonyl)benzamide